(3-cyclopropylprop-1-yn-1-yl)trimethyl-silane Methyl-2-[(tert-butoxycarbonyl)amino]-5-(4,4,5,5-tetramethyl-1,3,2-dioxaborolan-2-yl)benzoate COC(C1=C(C=CC(=C1)B1OC(C(O1)(C)C)(C)C)NC(=O)OC(C)(C)C)=O.C1(CC1)CC#C[Si](C)(C)C